(5-(2-(1H-pyrazol-1-yl)pyrimidin-5-yl)-3-acetyl-1H-indazol-1-yl)acetic acid N1(N=CC=C1)C1=NC=C(C=N1)C=1C=C2C(=NN(C2=CC1)CC(=O)O)C(C)=O